2-(4-chlorobenzoyl)-3-fluoro-5-(hydroxy(1-methyl-1H-imidazol-4-yl)methyl)benzoic acid ClC1=CC=C(C(=O)C2=C(C(=O)O)C=C(C=C2F)C(C=2N=CN(C2)C)O)C=C1